2-(2,6-Dioxopiperidin-3-yl)-5-(4-((2-fluoro-4-((4-((2-methyl-3-oxoisoindolin-4-yl)oxy)-5-(trifluoromethyl)pyrimidin-2-yl)amino)benzyl)amino)piperidin-1-yl)isoindoline-1,3-dione O=C1NC(CCC1N1C(C2=CC=C(C=C2C1=O)N1CCC(CC1)NCC1=C(C=C(C=C1)NC1=NC=C(C(=N1)OC1=C2C(N(CC2=CC=C1)C)=O)C(F)(F)F)F)=O)=O